benzeneheptamide C1(C(C(C(C=C1)C(=O)N)(C(=O)N)C(=O)N)(C(=O)N)C(=O)N)(C(=O)N)C(=O)N